(2S,4R)-1-((9,9-difluoro-9H-fluorene-4-carbonyl)glycyl)-4-(difluoromethoxy)pyrrolidine-2-carboxylic acid FC1(C2=CC=CC=C2C=2C(=CC=CC12)C(=O)NCC(=O)N1[C@@H](C[C@H](C1)OC(F)F)C(=O)O)F